COC([C@@H](N[N+](=O)[O-])CCCNC(N)=N)=O nitro-L-arginine methylester